2-desoxyglucose 6-phosphate P(=O)(O)(O)OC[C@H]([C@H]([C@@H](CC=O)O)O)O